Azabicyclo(4.4.0)dec-5-ene N12CCCC=C2CCCC1